5-bromo-2-((isopropyl-silyl)ethynyl)pyridine BrC=1C=CC(=NC1)C#C[SiH2]C(C)C